FC(CN1N=CC(=C1)C=1C(=CC(=C(C1)NC(=O)C=1C=NN2C1C=CC=C2)C)OC)F N-[5-[1-(2,2-Difluoroethyl)pyrazol-4-yl]-4-methoxy-2-methylphenyl]pyrazolo[1,5-a]pyridine-3-carboxamide